FC1=NN2C(N=CC3=C2C2(C(C3)C(C2)C(=O)OC)C)=C1 Methyl 2-fluoro-8a-methyl-6a,7,8,8a-tetrahydro-6H-cyclobuta[3,4]cyclopenta[1,2-e]pyrazolo[1,5-a]pyrimidine-7-carboxylate